tert-Butyl 3-(1',2'-dihydrospiro[cyclopropane-1,3'-pyrrolo[2,3-b]pyridin]-5'-yl)-1H-pyrrolo[3,2-c]pyridine-1-carboxylate N1CC2(C=3C1=NC=C(C3)C3=CN(C1=C3C=NC=C1)C(=O)OC(C)(C)C)CC2